N-(4-aminobutyl)-tetrahydropyrrole NCCCCN1CCCC1